CN(C(C(C)(C)C)=O)C (E)-N,N,2,2-tetramethylpropionamide